BrC=1C=C(C(=NC1)NC(=O)NC(C1=CC=CC=C1)=O)I N-((5-bromo-3-iodopyridin-2-yl)carbamoyl)benzamide